CN1C(C2=C(C=3C=CC=CC13)C(=CN2C2=CC=C(C=C2)OCC)C(=O)O)=O 5-methyl-3-(4-ethoxyphenyl)-4-oxo-4,5-dihydro-3H-pyrrolo[2,3-c]quinoline-1-carboxylic acid